FC1(CC(C1)[C@H](O)C1=C(C=2C(=NC(=CC2)C2=CC=3C(N=C2)=NN(C3)C)S1)C)F (S)-(3,3-difluorocyclobutyl)(3-methyl-6-(2-methyl-2H-pyrazolo[3,4-b]pyridin-5-yl)thieno[2,3-b]pyridin-2-yl)methanol